COS(=O)(=O)[O-].C[NH+](C)C N,N,N-trimethyl-ammonium methylsulfate